OCC(CN1C=2N=C(NC(C2N=C1)=O)N)OCP(=O)(O)O 9-(3-hydroxy-2-phosphomethoxypropyl)-guanine